((1S,6R,7R)-7-(2-fluorophenyl)-3-(3-(8-(methylsulfonyl)quinolin-5-yl)-1H-pyrazolo[3,4-b]pyrazin-6-yl)-3-azabicyclo[4.1.0]heptan-7-yl)methanamine FC1=C(C=CC=C1)[C@]1([C@@H]2CCN(C[C@H]12)C1=CN=C2C(=N1)NN=C2C2=C1C=CC=NC1=C(C=C2)S(=O)(=O)C)CN